2-(2-methylhydrotelluro-propyl)pyridine CC(CC1=NC=CC=C1)C[TeH]